(S)-(5-(6-(3,5-dimethylisoxazol-4-yl)-4-(3-phenylmorpholino)quinazolin-2-yl)pyridin-2-yl)methanol CC1=NOC(=C1C=1C=C2C(=NC(=NC2=CC1)C=1C=CC(=NC1)CO)N1[C@H](COCC1)C1=CC=CC=C1)C